FC=1C(=CC2=C(C=3N(C(CO2)C(C)C)C=C(C(C3)=O)C(=O)OCC)C1)OC Ethyl 2-fluoro-7-isopropyl-3-methoxy-11-oxo-6,7-dihydro-11H-benzo[f]pyrido[1,2-d][1,4]oxazepine-10-carboxylate